3,5-dimethyl-2-(2-buten-1-yl)p-benzoquinone CC1=C(C(C=C(C1=O)C)=O)CC=CC